ClC1=C(C(=CC=C1)Cl)C1=NOC(=C1)C1CC1 3-(2,6-dichlorophenyl)-5-cyclopropyl-isoxazole